C(C)(C)(C)OC(N(C)CCC1=CC(=C(C=C1)O)F)=O [2-(3-fluoro-4-hydroxyphenyl)ethyl]-N-methylcarbamic acid tert-butyl ester